FC=1C=C(C=CC1F)C=1N=C(SC1)NS(=O)(=O)C1=C(C=C(C=N1)NC(C)=O)C N-(6-(N-(4-(3,4-difluorophenyl)thiazol-2-yl)sulfamoyl)-5-methylpyridin-3-yl)acetamide